6-((1H-indazol-4-yl)methyl)-2-((2-(hydroxymethyl)thiazol-4-yl)methyl)-4-methyl-4,6-dihydro-5H-thiazolo[5',4':4,5]pyrrolo[2,3-d]pyridazin-5-one N1N=CC2=C(C=CC=C12)CN1N=CC2=C(C1=O)N(C1=C2SC(=N1)CC=1N=C(SC1)CO)C